3-Methacryloxypropyl-trimethylammonium chloride [Cl-].C(C(=C)C)(=O)OCCC[N+](C)(C)C